benzyl 4-{2-[5-(2-aminopyridin-4-yl)-4-(4-fluorophenyl)-1H-imidazol-1-yl]acetyl}piperazine-1-carboxylate NC1=NC=CC(=C1)C1=C(N=CN1CC(=O)N1CCN(CC1)C(=O)OCC1=CC=CC=C1)C1=CC=C(C=C1)F